C(C1=CC=CC=C1)NC(N(C=1C=CC(=NC1)C1=CN(C(C=C1)=O)C)[C@@H]1CC[C@H](CC1)NC1=NC=C(C=C1)C#N)=O 3-benzyl-1-(trans-4-((5-cyanopyridin-2-yl)amino)cyclohexyl)-1-(1'-methyl-6'-oxo-1',6'-dihydro-2,3'-bipyridin-5-yl)urea